ClC=1C(=C(C(=O)OO)C=CC1)Cl di-chloroperoxybenzoic acid